S(=O)(=O)=C([C@H](NC1=CC=CC=C1)CO)O Sulfonylphenylserinol